(-)-[3-[[2-Fluoro-4-(trifluoromethyl)phenyl]methoxy]azetidin-1-yl]-[(1R,9S)-8-oxa-3,4,5,11-tetrazatricyclo[7.3.0.02,6]dodeca-2(6),4-dien-11-yl]methanon FC1=C(C=CC(=C1)C(F)(F)F)COC1CN(C1)C(=O)N1C[C@H]2OCC=3N=NNC3[C@H]2C1